ClC=1C(=CC(=C(C(=O)O)C1)NC1=C(C=C(C=C1)F)C)OC(F)F 5-chloro-4-(difluoro-methoxy)-2-((4-fluoro-2-methylphenyl)amino)benzoic acid